[Br-].C(CCCCCCCCCCCCC)[N+](C)(CCCCCCCCCCCCCC)CCCCCCCCCCCCCC tri-tetradecyl-methyl-ammonium bromide